FC(S(=O)(=O)OC=1C=CC2=C(SC(=C2OC2=CC=C(C=C2)N2CCN(CC2)CCCN2CCN(CC2)C=2C=C3C(N(C(C3=CC2)=O)C2C(NC(CC2)=O)=O)=O)C2=CC=C(C=C2)F)C1)(F)F 3-(4-(4-(3-(4-(2-(2,6-dioxopiperidin-3-yl)-1,3-diOxoiSOindolin-5-yl)piperazin-1-yl)propyl)piperazin-1-yl)phenoxy)-2-(4-fluorophenyl)benzo[b]thiophen-6-yl trifluoromethanesulfonate